OCC(C)(C)N1C[C@@H](CCC1)C(C(=O)N)N1N=C(N2C(C1=O)=CC1=C2SC=C1)C(C)C [(3R)-1-(1-hydroxy-2-methylpropan-2-yl)piperidin-3-yl]-2-(8-isopropyl-5-oxothieno[3',2':4,5]pyrrolo[1,2-d][1,2,4]triazin-6(5H)-yl)acetamide